((3R)-4-amino-3-methyl-1,3-dihydrofuro[3,4-c]quinolin-8-yl)((3S,5R)-3-(2-fluoro-4-(trifluoromethoxy)phenyl)-5-methyl-4-morpholinyl)methanone NC1=NC=2C=CC(=CC2C2=C1[C@H](OC2)C)C(=O)N2[C@H](COC[C@H]2C)C2=C(C=C(C=C2)OC(F)(F)F)F